C(C)(=O)N1CC2=NC(=C(N=C2CC1)N1CCC(CC1)OC1=C(C=C(C=C1)F)F)C1=CC=CC(=N1)C(=O)N(C)C 6-(6-acetyl-2-(4-(2,4-difluorophenoxy)piperidin-1-yl)-5,6,7,8-tetrahydropyrido[3,4-b]pyrazin-3-yl)-N,N-dimethylpicolinamide